1-(5-(2-fluorophenyl)-1-((3-(furan-2-yl)phenyl)sulfonyl)-1H-pyrrol-3-yl)-N-methyl-methylamine FC1=C(C=CC=C1)C1=CC(=CN1S(=O)(=O)C1=CC(=CC=C1)C=1OC=CC1)CNC